1-undecyl-3-methylpyrrolium acetate C(C)(=O)[O-].C(CCCCCCCCCC)[NH+]1C=C(C=C1)C